O[C@@H]1C[C@@H](N(C(C1)=O)C(=O)OC(C)(C)C)C(C)C tert-butyl (2R,4R)-4-hydroxy-2-isopropyl-6-oxopiperidine-1-carboxylate